4-(2,7-diazaspiro[3.5]non-2-yl)-6-(2,2,2-trifluoroethyl)pyrido[3,2-d]pyrimidine C1N(CC12CCNCC2)C=2C1=C(N=CN2)C=CC(=N1)CC(F)(F)F